OC\C=C\1/CC(CC1)CNC(=O)C=1NC2=CC=CC=C2C1 (Z)-N-((3-(2-hydroxyethylidene)cyclopentyl)methyl)-1H-indole-2-carboxamide